(2R,3R,11bR)-3-(2,2-dimethylpropyl)-10-methoxy-9-(1H-1,2,3,4-tetrazol-5-ylmethoxy)-1H,2H,3H,4H,6H,7H,11bH-pyrido[2,1-a]isoquinolin-2-ol CC(C[C@H]1[C@@H](C[C@H]2N(CCC3=CC(=C(C=C23)OC)OCC2=NN=NN2)C1)O)(C)C